4-chloro-3-(5-(2,6-difluorophenyl)-4-methyl-4H-1,2,4-triazol-3-yl)phenol ClC1=C(C=C(C=C1)O)C1=NN=C(N1C)C1=C(C=CC=C1F)F